2,2,2-trifluoro-1-(2-fluoro-4-(4-(4-(4,4,5,5-tetramethyl-1,3,2-dioxaborolan-2-yl)phenyl)piperazin-1-yl)phenyl)ethan-1-ol FC(C(O)C1=C(C=C(C=C1)N1CCN(CC1)C1=CC=C(C=C1)B1OC(C(O1)(C)C)(C)C)F)(F)F